OC(C[NH-])C1=CC(=C(C(=C1)OC)O)OC 2-hydroxy-5-methoxy-N-[2-(4-hydroxy-3-methoxyphenyl)ethyl]amide